6-(2-chlorophenyl)-3-(4-cyclopropylpyridin-3-yl)thieno[3,2-d]pyrimidine-2,4(1H,3H)-dione ClC1=C(C=CC=C1)C1=CC=2NC(N(C(C2S1)=O)C=1C=NC=CC1C1CC1)=O